CS(=O)(=O)OCC(C(F)(F)F)(C)C 3,3,3-trifluoro-2,2-dimethylpropyl methanesulfonate